O1C(CCCC1)N1N=CC(=C1)C1=CC=C(C2=C1N=CS2)C2=CC=C(N=N2)NC2CC1COCC(C2)N1C(=O)OC(C)(C)C tert-butyl (exo)-7-[(6-{4-[1-(oxan-2-yl)pyrazol-4-yl]-1,3-benzothiazol-7-yl}pyridazin-3-yl)amino]-3-oxa-9-azabicyclo[3.3.1]nonane-9-carboxylate